[N].[C].[Sn] TiN carbon nitrogen